N-({(6S,8aR)-2-[3-fluoro-5-(2-methoxyethoxy)pyridin-2-yl]octahydropyrrolo[1,2-a]pyrazin-6-yl}methyl)-N-methyl-2-nitrobenzenesulfonamide FC=1C(=NC=C(C1)OCCOC)N1C[C@@H]2N(CC1)[C@@H](CC2)CN(S(=O)(=O)C2=C(C=CC=C2)[N+](=O)[O-])C